6-((3-(chloromethyl)-1-methyl-1H-pyrazol-5-yl)ethynyl)-8-((4-methoxybenzyl)oxy)quinoline bis(3-methoxy-3-methoxybutyl)peroxydicarbonate COC(CCOC(=O)OOC(=O)OCCC(C)(OC)OC)(C)OC.ClCC1=NN(C(=C1)C#CC=1C=C2C=CC=NC2=C(C1)OCC1=CC=C(C=C1)OC)C